2-(4-cyclopropyl-2-iodophenyl)-3,4,5a,6,8,9-hexahydro-2H-1,2,5,7-tetraazabenzo[cd]azulene-5,7-dicarboxylate C1(CC1)C1=CC(=C(C=C1)N1N=C2CCN(CC3C2=C1CCN3C(=O)[O-])C(=O)[O-])I